(R,E)-N-((1,2,3,5,6,7-Hexahydro-s-indacen-4-yl)carbamoyl)-2-(pyrrolidin-2-yl)ethensulfonamid C1CCC2=C(C=3CCCC3C=C12)NC(=O)NS(=O)(=O)\C=C\[C@@H]1NCCC1